potassium isopropoxide CC([O-])C.[K+]